3-bromo-5-(3-fluoropropoxy)pyridine BrC=1C=NC=C(C1)OCCCF